4-amino-N-(6-((1,3-dimethyl-1H-pyrazol-4-yl)ethynyl)-2,3-dihydrobenzofuran-3-yl)-7-fluoro-N,1-dimethyl-1H-pyrazolo[4,3-c]quinoline-8-carboxamide NC1=NC=2C=C(C(=CC2C2=C1C=NN2C)C(=O)N(C)C2COC1=C2C=CC(=C1)C#CC=1C(=NN(C1)C)C)F